3-methylcyclohexyl-ethane-sulfonic acid CC1CC(CCC1)C(C)S(=O)(=O)O